C(C)N1N=C(C(=C1B1OC(C(O1)(C)C)(C)C)OCC1=CC=C(C=C1)OC)C 1-ethyl-4-[(4-methoxyphenyl)methoxy]-3-methyl-5-(4,4,5,5-tetramethyl-1,3,2-dioxaborolan-2-yl)-1H-pyrazole